CN1N=CC(=C1)C1=CN(C=2C1=NC=CC2)CC2=NC=CC=N2 3-(1-methylpyrazol-4-yl)-1-(pyrimidin-2-ylmethyl)pyrrolo[3,2-b]pyridin